tert-Butyl 2-(2-(2-hydroxyethoxy)ethylamino)ethyl(methyl)carbamate OCCOCCNCCN(C(OC(C)(C)C)=O)C